C(C)[C@H]1N(C[C@@H](N(C1)C=1C2=C(N(C(N1)=O)C)C=CC(=N2)C#N)C)CC2=CC=C(C=C2)OC(F)(F)F 4-((2s,5r)-5-ethyl-2-methyl-4-(4-(trifluoromethoxy)benzyl)piperazin-1-yl)-1-methyl-2-oxo-1,2-dihydropyrido[3,2-d]pyrimidine-6-carbonitrile